CC(=CCC1=C(C=CC(=C1O)C(=O)/C=C/C2=CC=C(C=C2)O)O[C@H]3[C@@H]([C@H]([C@@H]([C@H](O3)CO)O)O)O)C 3'-(3-methyl-2-butenyl)-4'-o-β-d-glucopyranosyl-4,2'-dihydroxychalcone